(Racemic)-4-(2-methoxyphenyl)-6-methyl-N-(5-(tetrahydro-2H-pyran-2-carbonyl)-5,6-dihydro-4H-pyrrolo[3,4-d]thiazol-2-yl)nicotinamide COC1=C(C=CC=C1)C1=CC(=NC=C1C(=O)NC=1SC2=C(N1)CN(C2)C(=O)[C@@H]2OCCCC2)C |r|